tert-Butyl (1-(5-bromopyridin-2-yl)azetidin-3-yl)(methyl)carbamate BrC=1C=CC(=NC1)N1CC(C1)N(C(OC(C)(C)C)=O)C